COC=1C=C(C=C(C1)OC)C#CC1=NNC2=NC=NC(=C21)N[C@@H]2CN(CCC2)CC#CC (S)-3-(3,5-dimethoxyphenylethynyl)-4-(1-but-2-ynyl-piperidin-3-ylamino)-1H-pyrazolo[3,4-d]pyrimidine